3-(3-((1R,2S)-1-amino-2-fluoro-2,3-dihydro-1H-inden-5-yl)-5-(3-cyclopropyl-1H-pyrazol-1-yl)-3H-imidazo[4,5-b]pyridin-2-yl)pyridin-2-amine N[C@H]1[C@H](CC2=CC(=CC=C12)N1C(=NC=2C1=NC(=CC2)N2N=C(C=C2)C2CC2)C=2C(=NC=CC2)N)F